N1(CCNCC1)CCCNC(OC(C)(C)C)=O tert-Butyl [3-(piperazin-1-yl)propyl]carbamate